7-fluoro-2-methyl-2H-indazol FC1=CC=CC2=CN(N=C12)C